ClC1=NSC=2C1=NC(=CC2C2=CN=NN2C)N2[C@@H](COCC2)C (R)-4-(3-chloro-7-(1-methyl-1H-1,2,3-triazol-5-yl)isothiazolo[4,5-b]Pyridin-5-yl)-3-methylmorpholine